sodium 1-hydroxypyridinethione ON1C(C=CC=C1)=S.[Na]